(S)-7-(azetidin-1-ylmethyl)-2-(1H-pyrazol-4-yl)-4,5,7,8-tetrahydro-3-oxa-1-thia-5a,8-diazabenzo[cd]azulen-9(6H)-one N1(CCC1)C[C@H]1CN2C=3C(=C(SC3C(N1)=O)C=1C=NNC1)OCC2